BrC1=C(C(=CC=C1)I)C1(CCCC1)C#N 1-(2-bromo-6-iodophenyl)cyclopentane-1-carbonitrile